C(C)(C)(C)OC(N(C=1C=C2C(=CNC2=CC1)Cl)C(=O)OC(C)(C)C)=O (tert-butoxycarbonyl)(3-chloro-1H-indol-5-yl)carbamic acid tert-butyl ester